methyl N-[5-[6-[(4-fluoro-3-methoxy-phenyl)-(methoxymethyl)carbamoyl]imidazo[1,2-a]pyridin-3-yl]-2-pyridyl]carbamate FC1=C(C=C(C=C1)N(C(=O)C=1C=CC=2N(C1)C(=CN2)C=2C=CC(=NC2)NC(OC)=O)COC)OC